N-(carboxymethyl)-2-fluoro-N-(3-fluoro-5-(1,2,4,5-tetrazin-3-yl)benzyl)ethanaminium 2,2,2-trifluoroacetate FC(C(=O)[O-])(F)F.C(=O)(O)C[NH+](CCF)CC1=CC(=CC(=C1)C=1N=NC=NN1)F